O=C1N(CC2=CC(=CC=C12)N1NCCCC1)C1C(NC(CC1)=O)=O 3-(1-oxo-5-(tetrahydropyridazin-1(2H)-yl)isoindolin-2-yl)piperidine-2,6-dione